C(C)(C)C(C(=O)O)=C.C(C)(C)OC(C=C)=O.ClC1=C(C(=C(C=C1OC)OC)Cl)C=1N=C(C2=C(N1)C=NC(=C2)NC2=C(C=CC=C2C)NC(C=C)=O)OC N-(2-((2-(2,6-dichloro-3,5-dimethoxyphenyl)-4-methoxy-pyrido[3,4-d]pyrimidin-6-yl)amino)-3-methylphenyl)acrylamide isopropyl-acrylate (iso-propyl-acrylate)